N-(3'-((5-amino-6-chloropyrimidin-4-yl)amino)-4'-(4-methylpiperazin-1-yl)-[1,1'-biphenyl]-3-yl)tetrahydro-2H-pyran-4-carboxamide NC=1C(=NC=NC1Cl)NC=1C=C(C=CC1N1CCN(CC1)C)C1=CC(=CC=C1)NC(=O)C1CCOCC1